C1(=CC=CC2=CC=CC=C12)[C@@H](C)N1CCC(CC1)N(C(=O)C1CCC1)CC(=O)NCC(=O)NC/C=C/C(=O)OC methyl (R,E)-4-(2-(2-(N-(1-(1-(naphthalen-1-yl)ethyl)piperidin-4-yl)cyclobutanecarboxamido)acetamido)acetamido)but-2-enoate